FC1=C(C(=C(C(=C1I)C1=CC=C(C=C1)OC(F)(F)F)F)I)C1=CC=C(C=C1)OC(F)(F)F 2',5'-difluoro-3',6'-diiodo-4,4''-bis(trifluoromethoxy)-1,1':4',1''-terphenyl